(Z)- or (E)-2,3-diisopropyl-1,1-bis(3-(trimethoxysilyl)propyl)guanidine C(C)(C)N=C(N(CCC[Si](OC)(OC)OC)CCC[Si](OC)(OC)OC)NC(C)C